(2-methoxybenzyl)prop-2-en-1-amine COC1=C(CC(C=C)N)C=CC=C1